2-ACETAMIDO-4-HYDROXY-6-PTERIDINECARBOXALDEHYDE C(C)(=O)NC1=NC2=NC=C(N=C2C(=N1)O)C=O